rel-7-ethoxy-2-methyl-N-{6-[(3R)-3-(methylamino)pyrrolidin-1-yl]pyridazin-3-yl}imidazo[1,2-a]pyridine-6-carboxamide C(C)OC1=CC=2N(C=C1C(=O)NC=1N=NC(=CC1)N1C[C@@H](CC1)NC)C=C(N2)C |o1:20|